ClC=1C=CC2=C(C=C(O2)C2=CN=CC3=C2SCCN3S(=O)(=O)C32CC(C3)(C2)C#N)C1 3-((8-(5-Chlorobenzofuran-2-yl)-2,3-dihydro-4H-pyrido[4,3-b][1,4]thiazin-4-yl)sulfonyl)bicyclo[1.1.1]pentane-1-carbonitrile